4-{[(2-fluoropyridin-4-yl)oxy[methyl]piperidin-1-yl]ethyl}-6-fluorobenzamide FC1=NC=CC(=C1)OC1(N(CCCC1)CCC1=CC=C(C(=O)N)C(=C1)F)C